4-(2-chlorophenyl)piperidine-4-amine ClC1=C(C=CC=C1)C1(CCNCC1)N